BrC1=CC=CC=2OC3=C(C21)C=CC(=C3)Cl 1-bromo-7-chlorodibenzo[b,D]furan